C(C)OP(=O)(OCC)C(C)C1=CC=C2C=CC(=CC2=C1)C(=O)OC1=C(C(=C(C(=C1F)F)F)F)F perfluorophenyl 7-(1-(diethoxyphosphoryl)ethyl)-2-naphthoate